COC(=O)C=1C=2C=CC(=NC2C(=CC1)Br)C12CCC(CC1)(CC2)C(=O)OC 8-bromo-2-(4-(methoxycarbonyl)bicyclo[2.2.2]oct-1-yl)quinoline-5-carboxylic acid methyl ester